(1S,2S)-N-(2-(difluoromethyl)-7-((4-(1,4-dimethyl-1H-pyrazol-3-yl)-2-(methylsulfonyl)phenyl)amino)-3H-imidazo[4,5-b]pyridin-5-yl)-2-fluorocyclopropane-1-carboxamide FC(C1=NC=2C(=NC(=CC2NC2=C(C=C(C=C2)C2=NN(C=C2C)C)S(=O)(=O)C)NC(=O)[C@H]2[C@H](C2)F)N1)F